7-methoxy-4-((5-((5-methylisoxazol-3-yl)carbamoyl)naphthalen-2-yl)oxy)quinoline-6-carboxamide COC1=C(C=C2C(=CC=NC2=C1)OC1=CC2=CC=CC(=C2C=C1)C(NC1=NOC(=C1)C)=O)C(=O)N